BrC=1C=C2C=CNC2=CC1C#N 5-bromo-1H-indole-6-carbonitrile